N-((1-(4-chloropyridin-2-yl)-1H-1,2,3-triazol-4-yl)methyl)-2-(3-(methylsulfonylamino)phenyl)thiazole-4-carboxamide ClC1=CC(=NC=C1)N1N=NC(=C1)CNC(=O)C=1N=C(SC1)C1=CC(=CC=C1)NS(=O)(=O)C